(+/-)-((cis)-3-amino-4-methoxypiperidin-1-yl)(2-(1-ethyl-1H-indol-2-yl)-1-methyl-1H-benzo[d]imidazol-5-yl)methanone N[C@@H]1CN(CC[C@@H]1OC)C(=O)C1=CC2=C(N(C(=N2)C=2N(C3=CC=CC=C3C2)CC)C)C=C1 |r|